tellurium methyl benzotellurate C(C1=CC=CC=C1)(OC)=[Te].[Te]